C(C)(C)(C)OC(=O)N1C=C(C2=CC=C(C=C12)F)C(=O)C=1SC=C(N1)C(CC)N[S@@](=O)C(C)(C)C.BrC=1C=C2C(=C(C=NC2=CC1)S(=O)(=O)N1CCOCC1)Cl 4-[(6-bromo-4-chloro-3-quinolinyl)sulfonyl]Morpholine tert-butyl-3-(4-(1-(((S)-tert-butylsulfinyl)amino)propyl)thiazole-2-carbonyl)-6-fluoro-1H-indole-1-carboxylate